5,4'-dihydroxy-7-methoxyflavanone OC1=C2C(CC(OC2=CC(=C1)OC)C1=CC=C(C=C1)O)=O